1-(5-chloro-2-methoxyphenyl)-5-methyl-1H-1,2,3-triazole-4-carboxylic acid ClC=1C=CC(=C(C1)N1N=NC(=C1C)C(=O)O)OC